3-cyano-4-propylbenzoic acid C(#N)C=1C=C(C(=O)O)C=CC1CCC